N-(3-fluoro-4-((6-methoxy-7-(4-methoxybutoxy)quinazolin-4-yl)oxy)phenyl)-1,2-dimethyl-4-oxo-6-(trifluoromethoxy)-1,4-dihydroquinoline-3-carboxamide FC=1C=C(C=CC1OC1=NC=NC2=CC(=C(C=C12)OC)OCCCCOC)NC(=O)C1=C(N(C2=CC=C(C=C2C1=O)OC(F)(F)F)C)C